ClC=1C(N(C(C1Cl)O)CCS)=O 3,4-dichloro-5-hydroxy-1-(2-mercaptoethyl)-1H-pyrrol-2(5H)-one